5-{1-fluoro-3-hydroxy-7-[(3-oxopentyl)oxy]naphthalen-2-yl}-1λ6,2,5-thiadiazolidine-1,1,3-trione FC1=C(C(=CC2=CC=C(C=C12)OCCC(CC)=O)O)N1CC(NS1(=O)=O)=O